t-butylethynyldimethylsilane C(C)(C)(C)[Si](C)(C)C#C